3-chloro-5-((2,3-dichloro-phenylimino)meth-yl)phenyl isobutyrate C(C(C)C)(=O)OC1=CC(=CC(=C1)C=NC1=C(C(=CC=C1)Cl)Cl)Cl